5-(2,6-Bis[1-(1-(9-tert-butyloxy-9-oxo-3,6-dioxanonyl)-1H-1,2,3-triazol-4-yl)methoxy]phenyl)-15-(4-ethynylphenyl)porphyrin C(C)(C)(C)OC(CCOCCOCCN1N=NC(=C1)COC1=C(C(=CC=C1)OCC=1N=NN(C1)CCOCCOCCC(OC(C)(C)C)=O)C=1C2=CC=C(N2)C=C2C=CC(C(=C3C=CC(=CC=4C=CC1N4)N3)C3=CC=C(C=C3)C#C)=N2)=O